2,4-dimethylazetidine HCl salt Cl.CC1NC(C1)C